2-((3,4-dichlorophenyl)difluoromethyl)-5-(2,6-diazaspiro[3.4]octan-8-yl)-1,3,4-oxadiazole ClC=1C=C(C=CC1Cl)C(C=1OC(=NN1)C1CNCC12CNC2)(F)F